N-(3-((8-isopropyl-2-((tetrahydro-2H-pyran-4-yl)amino)pyrazolo[1,5-a][1,3,5]triazin-4-yl)amino)phenyl)azetidine-2-carboxamide C(C)(C)C=1C=NN2C1N=C(N=C2NC=2C=C(C=CC2)NC(=O)C2NCC2)NC2CCOCC2